silver trinitrogen [N].[N].[N].[Ag]